C([O-])([O-])=O.[Cs+].N1=C(C=NC=C1)C(=O)N.[Cs+] pyrazine-2-carboxamide Cesium carbonate